2'-Chloro-N-(5-(5-cyano-3-fluoro-6-methyl-picolinoyl)-5,6-dihydro-4H-pyrrolo[3,4-d]thiazol-2-yl)-5'-methoxy-6-methyl-[4,4'-bipyridine]-3-carboxamide ClC1=NC=C(C(=C1)C1=C(C=NC(=C1)C)C(=O)NC=1SC2=C(N1)CN(C2)C(C2=NC(=C(C=C2F)C#N)C)=O)OC